[2-[5-chloro-3-(2-methyl-5-pyridin-2-ylpyrazol-3-yl)oxypyridin-2-yl]pyrimidin-5-yl]methanamine ClC=1C=C(C(=NC1)C1=NC=C(C=N1)CN)OC=1N(N=C(C1)C1=NC=CC=C1)C